2-(9-ethyl-2-(3-methoxy-4-phenyl-1H-pyrazol-1-yl)-6-morpholino-9H-purin-8-yl)-2-methoxyethan-1-ol C(C)N1C2=NC(=NC(=C2N=C1C(CO)OC)N1CCOCC1)N1N=C(C(=C1)C1=CC=CC=C1)OC